C(OC1=C(C=CC=C1)C=1C=C2C(=C(C=NC2=CC1)C1=CC(=CC(=C1)C)F)N1CCC(CC1)=O)(OC1=CC=C(C=C1)[N+](=O)[O-])=O 2-(3-(3-fluoro-5-methylphenyl)-4-(4-oxopiperidin-1-yl)quinolin-6-yl)phenyl (4-nitrophenyl) carbonate